(Z)-1-(4-amino-2-fluoro-but-2-en-1-yl)-4-(1-(2-hydroxyethyl)-1H-pyrazol-3-yl)-1H-benzo[d]imidazole-6-carbonitrile hydrochloride Cl.NC\C=C(\CN1C=NC2=C1C=C(C=C2C2=NN(C=C2)CCO)C#N)/F